N-cyclopropyl-2,2-dimethylbutanamide C1(CC1)NC(C(CC)(C)C)=O